3-bromo-2-(4-fluorophenyl)-1-benzothiophen-6-ol BrC1=C(SC2=C1C=CC(=C2)O)C2=CC=C(C=C2)F